(4-(cyclohexylamino)-5-(1-methyl-1H-pyrazol-4-yl)pyrimidin-2-ylamino)-1,5-dimethyl-2-phenyl-1,2-dihydropyrazol-3-one C1(CCCCC1)NC1=NC(=NC=C1C=1C=NN(C1)C)NC=1C(N(N(C1C)C)C1=CC=CC=C1)=O